C(C)OC(CCN1CCC=2C=C(N=CC2C1)C(=O)O)=O 7-(3-ethoxy-3-oxopropyl)-5,6,7,8-tetrahydro-2,7-naphthyridine-3-carboxylic acid